(2S,3S)-1-(3-cyano-6-methyl-4-(trifluoromethyl)pyridin-2-yl)-2-(m-tolylcarbamoyl)pyrrolidin-3-yl methanesulfonate CS(=O)(=O)O[C@@H]1[C@H](N(CC1)C1=NC(=CC(=C1C#N)C(F)(F)F)C)C(NC=1C=C(C=CC1)C)=O